2-methanesulfonyl-amino-3-methylbutyramide CS(=O)(=O)C(C(=O)N)(C(C)C)N